(2-(dimethylamino)ethyl)-5-(2-nitrophenyl)-2-(4-(trifluoromethoxy)phenyl)Azole-4-carboxamide CN(CCC1=C(NC(=C1C(=O)N)C1=C(C=CC=C1)[N+](=O)[O-])C1=CC=C(C=C1)OC(F)(F)F)C